1-(10-((4-((3-fluorobenzyl)oxy)-3-(trifluoromethyl)phenyl)amino)-2,3-dihydro-4H-[1,4]oxazino[2,3-f]quinazolin-4-yl)prop-2-en-1-one FC=1C=C(COC2=C(C=C(C=C2)NC2=NC=NC3=CC=C4C(=C23)OCCN4C(C=C)=O)C(F)(F)F)C=CC1